ethyl-ethynyl alcohol C(C)C#CO